N-(2-pyridyl)imidazo[1,2-a]Pyridine-6-carboxamide N1=C(C=CC=C1)NC(=O)C=1C=CC=2N(C1)C=CN2